ClC1=NC=C(C(=C1)N1CCC(CC1)C(F)(F)F)I 2-chloro-5-iodo-4-(4-(trifluoromethyl)piperidin-1-yl)pyridine